Cl.N1(CCCCC1)C1=NSC(=N1)[C@@H](C)N (R)-(3-(piperidinyl)-1,2,4-thiadiazol-5-yl)ethanamine Hydrochloride